2-Methoxyethoxybenzene COCCOC1=CC=CC=C1